C1(CCC1)CN1N=CC(=C1)N1CC=CC=C1C1=CN(C=C1)C N-[1-(cyclobutylmethyl)-1H-pyrazol-4-yl]-6-(1-methyl-1H-pyrrol-3-yl)pyridine